N=1NN=C2C1C(=CC=C2C2=CC=C(N(C1=CC=CC=C1)C1=CC=CC=C1)C=C2)C2=CC=C(N(C1=CC=CC=C1)C1=CC=CC=C1)C=C2 4,4'-(2H-benzo[d][1,2,3]triazole-4,7-diyl)bis(N,N-diphenylaniline)